5-chloro-4-methyl-1H-pyrazolo[3,4-c]pyridazine ClC=1C(=C2C(=NN1)NN=C2)C